COC1CN(CCC1)CC(CNC(=O)C1=CC2=C(S1)CCCCCC2)(C)C N-[3-(3-methoxypiperidin-1-yl)-2,2-dimethylpropyl]-4,5,6,7,8,9-hexahydrocycloocta[b]thiophene-2-carboxamide